C(C)(OC1=C(C(=C(C=C1)Br)Cl)SC)=S O-(4-bromo-3-chloro-2-methylsulfanyl-phenyl) ethanethioate